ClC1=CC=C(C=C1)C(CC(=O)OC)NC([C@H](C(C)C)NC(=O)OC(C)C)=O methyl 3-(4-chlorophenyl)-3-[[(2S)-3-methyl-2-(propan-2-yloxycarbonylamino)butanoyl]amino]propanoate